3-formyl-L-glutamic acid dibenzyl ester C(C1=CC=CC=C1)OC([C@@H](N)C(CC(=O)OCC1=CC=CC=C1)C=O)=O